C(OC(C)(CC)OOC(C)(C)CC)([O-])=O tert-amyl-peroxy-sec-butyl monocarbonate